OC1=C(C=CC=C1)CCC(=O)O 3-(2-Hydroxyphenyl)propanoic acid